hydrogen monopersulfate S(=O)(=O)(O)OOS(=O)(=O)[O-]